CO[C@H]1CC[C@H](CC1)N1C2=C(NC(C1)=O)N=CC(=N2)C=2C=CC(=NC2C)C#N 5-(8-(cis-4-methoxycyclohexyl)-6-oxo-5,6,7,8-tetrahydropyrazino[2,3-b]pyrazin-2-yl)-6-methylpicolinonitrile